(3-Methyl-5-methyl-4-maleimidophenyl)methane CC=1C=C(C=C(C1N1C(C=CC1=O)=O)C)C